CC(CC(=O)OCC1C(C(C1)=C(C)C)(C)C)=C (3-Isopropylidene-2,2-Dimethylcyclobutyl)Methyl 3-Methyl-3-Butenoate